N-(1H-indol-3-yl)methanesulfonamide sodium [7-oxo-3-(1,2,4-triazol-1-yl)-1,6-diazabicyclo[3.2.1]oct-3-en-6-yl]sulfate O=C1N(C2C=C(CN1C2)N2N=CN=C2)OS(=O)(=O)[O-].[Na+].N2C=C(C1=CC=CC=C21)NS(=O)(=O)C